2,3-Difluoro-4-(6-(methyl(7H-pyrrolo[2,3-d]pyrimidin-4-yl)amino)-2-azaspiro[3.3]heptan-2-carbonyl)benzonitril FC1=C(C#N)C=CC(=C1F)C(=O)N1CC2(C1)CC(C2)N(C=2C1=C(N=CN2)NC=C1)C